C(=O)(O)[C@@H](CCC(=O)NCCCCCNC(CCC(N1CCN(CCN(CC1)CC(=O)O)CC1=NC(=CC=C1)C(=O)O)C(=O)O)=O)NC(NC(C(=O)O)CCC(=O)O)=O 2-{3-[(R)-1-Carboxy-4-[5-(4-carboxy-4-{7-(carboxymethyl)-4-[(6-carboxy-2-pyridyl)methyl]-1,4,7-triazonan-1-yl}butyrylamino)pentyl-amino]-4-oxobutyl]ureido}glutaric acid